perfluoro(3,5-dioxaheptadiene) FC(=C(OC(OC(=C(F)F)F)(F)F)F)F